tert-butoxyphenyl-methyl alcohol C(C)(C)(C)OC(C1=CC=CC=C1)O